C1(CC1)C=1N=C(C(=NC1C=1C2=C(C=NC1)N(C=N2)C)C(=O)N)NC=2C(=NN(C2)C2COC2)C 5-Cyclopropyl-6-(3-methylimidazo[4,5-c]pyridin-7-yl)-3-[[3-methyl-1-(oxetan-3-yl)pyrazol-4-yl]amino]pyrazin-2-carboxamid